CC(=CC1=CC(=C(C#N)C=C1)N1CCNCC1)C 4-(2-methylpropan-1-en-1-yl)-2-(piperazin-1-yl)benzonitrile